(4-amino-1,3-dihydrofuro[3,4-c][1,7]naphthyridin-8-yl)((3R)-3-(4-(difluoromethoxy)-3-fluorophenyl)-4-morpholinyl)methanone NC1=NC=2C=NC(=CC2C2=C1COC2)C(=O)N2[C@@H](COCC2)C2=CC(=C(C=C2)OC(F)F)F